C1(=CC=CC=C1)C1(C2=CC=CC=C2C=2C=CC(=CC12)C1=CC=C(C=C1)N(C1=CC=2C(C3=CC=CC=C3C2C=C1)(C)C)C1=C(C=CC=C1)C=1C2=CC=CC=C2C=2C=CC=CC2C1)C1=CC=CC=C1 N-(4-(9,9-diphenyl-9H-fluoren-2-yl)phenyl)-9,9-dimethyl-N-(2-(phenanthren-9-yl)phenyl)-9H-fluoren-2-amine